N-(4-(4-chloro-5-cyanopyridin-2-yl)phenyl)-2-fluoro-5-methoxybenzenesulfonamide ClC1=CC(=NC=C1C#N)C1=CC=C(C=C1)NS(=O)(=O)C1=C(C=CC(=C1)OC)F